tert-Butyl ((1r,4r)-4-(2-(3-((5-cyanopyrazin-2-yl)amino)-1H-pyrazol-5-yl)-3-methoxyphenoxy)cyclohexyl)carbamate C(#N)C=1N=CC(=NC1)NC1=NNC(=C1)C1=C(OC2CCC(CC2)NC(OC(C)(C)C)=O)C=CC=C1OC